N-(5-chloro-6-(2H-1,2,3-triazol-2-yl)pyridin-3-yl)-1-(5-fluoro-6-methylpyridin-2-yl)-5-(trifluoromethyl)-1H-pyrazole-4-carboxamide ClC=1C=C(C=NC1N1N=CC=N1)NC(=O)C=1C=NN(C1C(F)(F)F)C1=NC(=C(C=C1)F)C